N-(1-(5-((7-cyclobutoxy-4-oxo-3,4-dihydrophthalazin-1-yl)methyl)-2-fluorobenzoyl)azetidin-3-yl)-N-methylazetidine-2-carboxamide C1(CCC1)OC1=CC=C2C(NN=C(C2=C1)CC=1C=CC(=C(C(=O)N2CC(C2)N(C(=O)C2NCC2)C)C1)F)=O